O=C1C=CC(=NN1)C(=O)NC1=C(N=CS1)C(=O)NCC1=C(C=CC=C1)OC(F)(F)F 5-(6-oxo-1,6-dihydropyridazine-3-carboxamido)-N-(2-(trifluoromethoxy)benzyl)thiazole-4-carboxamide